ClC=1C=C(C(=O)NN)C=C(C1O)O 3-chloro-4,5-dihydroxybenzoylhydrazine